2,2-dithiobis[N-methylbenzamide] CNC(=O)C1=CC=CC=C1SSC2=CC=CC=C2C(=O)NC